CN(C)[Si](C)(C)CCC(C(C(C(C(C(C(C(F)(F)F)(F)F)(F)F)(F)F)(F)F)(F)F)(F)F)(F)F (heptadecafluoro-1,1,2,2-tetrahydrodecyl)dimethyl(dimethylamino)silane